7-{1-[1-(2-fluorophenyl)-1H-1,2,3-triazol-4-yl]ethyl}-5-[2-(trifluoromethyl)pyrimidin-5-yl]-7H-pyrrolo[2,3-d]pyrimidin-4-amine FC1=C(C=CC=C1)N1N=NC(=C1)C(C)N1C=C(C2=C1N=CN=C2N)C=2C=NC(=NC2)C(F)(F)F